BrC=1C(=NC(=CC1)F)CO (3-Bromo-6-fluoro-2-pyridyl)methanol